tert-butyl (S)-3-((4-((3-chloro-4-cyclopropoxy-2-fluorophenyl)amino)-pyrido[3,2-d]pyrimidin-6-yl)oxy)pyrrolidine-1-carboxylate ClC=1C(=C(C=CC1OC1CC1)NC=1C2=C(N=CN1)C=CC(=N2)O[C@@H]2CN(CC2)C(=O)OC(C)(C)C)F